N-(1-hydroxy-2-methylpropan-2-yl)-2-{methyl[2-(pyridin-2-yl)-5H,6H,7H-cyclopenta[d]pyrimidin-4-yl]amino}acetamide OCC(C)(C)NC(CN(C=1C2=C(N=C(N1)C1=NC=CC=C1)CCC2)C)=O